methyl (S)-2-amino-3-(6-fluoropyridin-3-yl)propanoate bis(2,2,2-trifluoroacetate) FC(C(=O)O)(F)F.FC(C(=O)O)(F)F.N[C@H](C(=O)OC)CC=1C=NC(=CC1)F